2-hydroxy-2-methyl-phenylpropan-1-one OC1(C(C=CC=C1)C(CC)=O)C